FC(CN1C=NC(=C1C=1C=CC=2N(N1)C(=CN2)CN)C2=CC=C(C=C2)F)F (6-(1-(2,2-difluoroethyl)-4-(4-fluoro-phenyl)-1H-imidazol-5-yl)imidazo[1,2-b]pyridazin-3-yl)methanamine